C(C)(=O)O[C@@H]1[C@H](OC(C)=O)[C@H](OC(C)=O)[C@H](O1)CN1C(C=2C(C1=O)=CC=CC2)=O 1,2,3-Tri-O-acetyl-5-deoxy-5-phthalimido-α-D-ribofuranose